2-[(6-tert-butyl-1,1-dimethyl-2,3-dihydro-1H-inden-4-yl)(cyclopropylmethyl)amino]pyrimidine-5-carboxylic Acid C(C)(C)(C)C1=CC(=C2CCC(C2=C1)(C)C)N(C1=NC=C(C=N1)C(=O)O)CC1CC1